[3-(10-butyl-7,8-dimethyl-2,4-dioxo-4,10-dihydro-2H-benzo[g]pteridin-3-yl)-propyl]-pyridinium iodide [I-].C(CCC)N1C2=C(N=C3C(N(C(N=C13)=O)CCC[N+]1=CC=CC=C1)=O)C=C(C(=C2)C)C